4-((4-(difluoromethoxy)phenyl)sulfonyl)-1-oxa-4,9-diazaspiro[5.5]undecane FC(OC1=CC=C(C=C1)S(=O)(=O)N1CCOC2(C1)CCNCC2)F